Methyl 19-(di-tert-butoxyphosphoryl)nonadecanoate C(C)(C)(C)OP(=O)(OC(C)(C)C)CCCCCCCCCCCCCCCCCCC(=O)OC